5-Bromo-3-isopropyl-1-(4-(trifluoromethyl)phenyl)-1H-indazole BrC=1C=C2C(=NN(C2=CC1)C1=CC=C(C=C1)C(F)(F)F)C(C)C